N=1N(N=C2C1C=CC=C2)C2=CC=CC=C2O 6-benzotriazol-2-ylphenol